C(=O)(O)C1=C(C(=O)C2=C(C=C(C=C2)N(C2=CC=CC=C2)C2=CC=CC=C2)O)C=CC=C1 2-carboxyl-4'-diphenylamino-2'-hydroxybenzophenone